C(CCCCCCCCCCC)[NH+](C)C lauryl-diMethylammonium